(S)-4-(4-propenoyl-2-methylpiperazin-1-yl)-7-bromo-6-chloro-1-(2-isopropylphenyl)quinazolin-2(1H)-one C(C=C)(=O)N1C[C@@H](N(CC1)C1=NC(N(C2=CC(=C(C=C12)Cl)Br)C1=C(C=CC=C1)C(C)C)=O)C